BrC=1C=C(SC1N(C)C)\C=C\1/C(=NOC1=O)C(F)(F)F (E)-4-((4-bromo-5-(dimethylamino)thiophen-2-yl)methylene)-3-(trifluoromethyl)isoxazol-5(4H)-one